CC1=C(C(=NO1)C=1C=NC(=CC1)C)COC1=CC=C(N=N1)C(=O)NC1(COC1)C 6-((5-Methyl-3-(6-methylpyridin-3-yl)isoxazol-4-yl)methoxy)-N-(3-methyloxetan-3-yl)pyridazin-3-carboxamid